NCC1(CCCCC1)CC(=O)O 1-(aminomethyl)cyclohexyl-acetic acid